CSCCN=C(C=C(O)C1=CC=CC=C1)C1=CC=CC=C1 3-(2-(methylthio)ethylimino)-1,3-diphenylpropenol